BrC1=CC(=CC=2CC3=CC(=CC=C3C12)C(C)(C)C)C(C)(C)C 4-Bromo-2,7-di-t-butylfluorene